[N+](=O)([O-])C1=CN(C2=CC=CC=C12)C1(CC1)/C=C/C(=O)C1=CC=CC=C1 (E)-3-(1-(3-nitro-1H-indol-1-yl)cyclopropyl)-1-phenylprop-2-en-1-one